2-methacryloylthio-n-butylthio-5-n-propylthio-1,3,4-thiadiazole C(C(=C)C)(=O)SC(CSC=1SC(=NN1)SCCC)CC